The molecule is a linear amino pentasaccharide comprising beta-D-glucose at the reducing end with an N-acetyl-beta-D-glucosaminyl-(1->4)-beta-D-galactosyl-(1->4)-N-acetyl-beta-D-glucosaminyl-(1->4)-beta-D-galactosyl moiety at the 4-position. It has a role as an epitope. It is an amino pentasaccharide and a glucosamine oligosaccharide. CC(=O)N[C@@H]1[C@H]([C@@H]([C@H](O[C@@H]1O[C@H]2[C@H](O[C@H]([C@@H]([C@H]2O)O)O[C@@H]3[C@H](O[C@H]([C@@H]([C@H]3O)NC(=O)C)O[C@H]4[C@H]([C@H](O[C@H]([C@@H]4O)O[C@@H]5[C@H](O[C@H]([C@@H]([C@H]5O)O)O)CO)CO)O)CO)CO)CO)O)O